ClC=1C(=C(C=CC1)NC=1C(=NN2C1C(NCC2)=O)C2=CC=NC1=C2N=C(N=C1)OC)OC 3-[(3-chloro-2-methoxyphenyl)amino]-2-{2-methoxypyrido[3,2-d]pyrimidin-8-yl}-5H,6H,7H-pyrazolo[1,5-a]pyrazin-4-one